tert-butyl (5-cyano-2-(4,4,5,5-tetramethyl-1,3,2-dioxaborolan-2-yl)phenyl)carbamate C(#N)C=1C=CC(=C(C1)NC(OC(C)(C)C)=O)B1OC(C(O1)(C)C)(C)C